Cl.S(O)(O)(=O)=O Sulphuric acid HCl